C1CCC2C3C(CC(C12)C3)=CCCC=O 4-(octahydro-4,7-methano-5H-inden-5-ylidene)-butyraldehyde